(s)-10-Benzyl-20-(4-(2,5-dioxo-2,5-dihydro-pyrrol-1-yl)phenyl)-6,9,12,15,18-pentaoxo-3-oxa-5,8,11,14,17-pentaazaicosan-1-oic acid C(C1=CC=CC=C1)[C@@H](C(NCC(NCOCC(=O)O)=O)=O)NC(CNC(CNC(CCC1=CC=C(C=C1)N1C(C=CC1=O)=O)=O)=O)=O